C(C=C)N1N(C2=NC(=NC=C2C1=O)NC=1C=C2C(N(C(C2=CC1)C)C)C)C1=NC(=CC=C1)C(C)(C)O 2-allyl-1-(6-(2-hydroxypropan-2-yl)pyridin-2-yl)-6-((1,2,3-trimethylisoindolin-5-yl)amino)-1,2-dihydro-3H-pyrazolo[3,4-d]pyrimidin-3-one